N[C@H]1[C@H]2CC[C@@H](C1)N2C(=O)C2=CC=1N(C(=C2)OC)C(=C(N1)C1=CC=2C(=NC(=CC2)OCC2COC2)N1CC1CC1)C ((1R,2R,4S)-2-amino-7-azabicyclo[2.2.1]heptan-7-yl)(2-(1-(cyclopropylmethyl)-6-(oxetan-3-ylmethoxy)-1H-pyrrolo[2,3-b]pyridin-2-yl)-5-methoxy-3-methylimidazo[1,2-a]pyridin-7-yl)methanone